(S)-((4-amino-8-(3-hydroxy-2,6-dimethylphenyl)pyrido[3,4-d]pyrimidin-6-yl)imino)dimethyl-λ6-sulfanone NC=1C2=C(N=CN1)C(=NC(=C2)N=S(=O)(C)C)C2=C(C(=CC=C2C)O)C